C(C)(C)C1=C(NC2=CC=C(C=C12)C1CCC(CC1)NC)C=1C=C(C=2N(C1)N=CN2)OC 4-(3-Isopropyl-2-(8-methoxy-[1,2,4]triazolo[1,5-a]pyridin-6-yl)-1H-indol-5-yl)-N-methylcyclohexanamin